ethyl 2-(4-bromo-2-oxopyridin-1(2H)-yl)-4-methylpentanoate BrC1=CC(N(C=C1)C(C(=O)OCC)CC(C)C)=O